ClC1=CC=CC(=N1)N1[C@H](CN(CC1)C(=O)OC(C)(C)C)C Tert-butyl (S)-4-(6-chloropyridin-2-yl)-3-methylpiperazine-1-carboxylate